p-pentoxy-terphenyl benzoate C(C1=CC=CC=C1)(=O)O.C(CCCC)OC1=CC=C(C=C1)C=1C(=CC=CC1)C1=CC=CC=C1